ClC=1C=C2[C@@H](CN(CC2=C(C1)Cl)C)C1=CC=C(C=C1)S(=O)(=O)NCCOCCOCCOCCNC([C@@H]([C@H](C(=O)NCCOCCOCCOCCNS(=O)(=O)C1=CC=C(C=C1)[C@@H]1CN(CC2=C(C=C(C=C12)Cl)Cl)C)O)O)=O |o1:4,62| (2R,3R)-N1,N4-bis(2-(2-(2-(2-(4-((S or R)-6,8-dichloro-2-methyl-1,2,3,4-tetrahydroisoquinolin-4-yl)phenylsulfonamido)ethoxy)ethoxy)ethoxy)ethyl)-2,3-dihydroxysuccinamide